CC1=CC=C(C=C1)C=1NC(C2=C(NC(C21)=O)C2=CC=C(C=C2)C)=O 3,6-di(4-methylphenyl)-2,5-dihydropyrrolo[3,4-c]pyrrole-1,4-dione